tert-butyl N-(3-cyclopropyl-6,7-dihydro-5H-thieno[3,2-b]pyran-6-yl)carbamate C1(CC1)C1=CSC2=C1OCC(C2)NC(OC(C)(C)C)=O